CC1(CNC(NC1)=O)C 5,5-dimethyltetrahydropyrimidin-2(1H)-one